C(C(C)(C)C)(=O)OC1=CC=C(C2=CC=CC=C12)[N+](=O)[O-] 4-nitronaphthalen-1-yl pivalate